CN1C(C(=CC=2C1=C(N=NC2)OCC2(CC2)S(=O)(=O)C(CO[Si](C(C)C)(C(C)C)C(C)C)(C)C)C(=O)O)=O 1-methyl-8-((1-((2-methyl-1-((triisopropylsilyl)oxy)propan-2-yl)sulfonyl)cyclopropyl)methoxy)-2-oxo-1,2-dihydropyrido[2,3-d]pyridazine-3-carboxylic acid